C(C1=CC=C(C(=O)OCCCCCCC)C=C1)(=O)OCCC(C)C isopentyl (heptyl) terephthalate